4-[2-cyclopropyl-6-[4-cyclopropyl-2-[[(1-hydroxycyclobutyl)methylamino]-methyl]-7-oxo-1H-pyrrolo[2,3-c]pyridin-6-yl]pyridin-4-yl]-3-(4-methyl-1H-pyrazol-3-yl)benzonitrile C1(CC1)C1=NC(=CC(=C1)C1=C(C=C(C#N)C=C1)C1=NNC=C1C)N1C(C2=C(C(=C1)C1CC1)C=C(N2)CNCC2(CCC2)O)=O